CC1=NOC(=C1COC(=O)OC1=CC=C(C=C1)[N+](=O)[O-])C=1N=CC(=NC1)O[C@@H]1C[C@H](CCC1)C(=O)OCC |r| (±)-Trans-ethyl 3-((5-(3-methyl-4-((((4-nitrophenoxy)carbonyl)oxy)methyl) isoxazol-5-yl)pyrazin-2-yl)oxy)cyclohexanecarboxylate